(S)-1-(6-(4-chlorophenyl)-2-(2-methyl-2H-tetrazol-5-yl)pyrimidin-4-yl)pyrrolidin-3-ol piperidine-4-carbonyl-piperazine-1-carboxylate N1CCC(CC1)C(=O)C1N(CCNC1)C(=O)O[C@@H]1CN(CC1)C1=NC(=NC(=C1)C1=CC=C(C=C1)Cl)C=1N=NN(N1)C